FC=1C(=C2C=NN(C2=CC1)C1OCCCC1)NC(OC(C)(C)C)=O tert-butyl (5-fluoro-1-(tetrahydro-2H-pyran-2-yl)-1H-indazol-4-yl)carbamate